ethyl (6R)-6-[4-[3-(1-methyl-3,6-dihydro-2H-pyridin-4-yl)-2-pyridyl]piperazin-1-yl]-2-azaspiro-[3.4]octane-2-carboxylate CN1CCC(=CC1)C=1C(=NC=CC1)N1CCN(CC1)[C@H]1CC2(CN(C2)C(=O)OCC)CC1